3β-hydroxy-urs-12-en-28-oic acid C[C@@H]1CC[C@@]2(CC[C@@]3(C(=CC[C@H]4[C@]3(CC[C@@H]5[C@@]4(CC[C@@H](C5(C)C)O)C)C)[C@@H]2[C@H]1C)C)C(=O)O